N-(pyridin-3-yl)-5-(trifluoromethyl)tetrahydrofuran-2-carboxamide N1=CC(=CC=C1)NC(=O)C1OC(CC1)C(F)(F)F